C(C)(C)(C)OC(NC1=NC=CC=C1Br)=O (3-bromopyridin-2-yl)carbamic acid tert-butyl ester